FC=1C=C(CN2CC(C(CC2)C(=O)OCC)=O)C=C(C1)F Ethyl 1-(3,5-difluorobenzyl)-3-oxopiperidine-4-carboxylate